C(C1CO1)N(C1=CC=C(C=C1)N(CC1CO1)CC1CO1)CC1CO1 tetraglycidyl-1,4-phenylenediamine